L-aspartic acid-β-benzyl ester C1=CC=C(C=C1)COC(=O)CC(C(=O)O)N